2-((4-(2-(4-chloro-2-fluorophenyl)-3-oxo-3,4-dihydro-2H-benzo[b][1,4]oxazin-8-yl)-3,6-dihydropyridin-1(2H)-yl)methyl)-1-(((S)-oxetan-2-yl)methyl)-1H-benzo[d]imidazole-6-carboxylic acid ClC1=CC(=C(C=C1)C1C(NC2=C(O1)C(=CC=C2)C=2CCN(CC2)CC2=NC1=C(N2C[C@H]2OCC2)C=C(C=C1)C(=O)O)=O)F